Cl.C1(CC1)C1=C(C=C2C(=N1)N=C(S2)N2CCOCC2)NC(=O)C2=NC(=CC=C2)C=2C=NNC2 N-(5-cyclopropyl-2-morpholinothiazolo[4,5-b]pyridin-6-yl)-6-(1H-pyrazol-4-yl)pyridine-2-carboxamide hydrochloride